O1CCC(=CC1)C1=NN2C(N(C(=C(C2=O)N2CCNCC2)CC)CC(=O)NC2=C(C=C(C=C2)C(F)(F)F)C)=N1 2-(2-(3,6-Dihydro-2H-pyran-4-yl)-5-ethyl-7-oxo-6-(piperazin-1-yl)-[1,2,4]triazolo[1,5-a]pyrimidin-4(7H)-yl)-N-(2-methyl-4-(trifluoromethyl)phenyl)acetamide